[Si](C1=CC=CC=C1)(C1=CC=CC=C1)(C(C)(C)C)OC[C@@H]1OC2=CC(=NC(NS(C=3C=CC=C(C(NC1)=O)C3)(=O)=O)=N2)C2=C(C=CC=C2C)C (10R)-10-[[tert-Butyl(diphenyl)silyl]oxymethyl]-6-(2,6-dimethylphenyl)-2,2-dioxo-9-oxa-2λ6-thia-3,5,12,19-tetrazatricyclo[12.3.1.14,8]nonadeca-1(18),4(19),5,7,14,16-hexaen-13-one